N-[2-[4-[[4-[4-(2,6-dioxo-3-piperidyl)phenyl]-1-piperidyl]methyl]cyclohexyl]-7-isopropoxy-imidazo[1,2-a]pyridin-6-yl]-6-(trifluoromethyl)pyridine-2-carboxamide O=C1NC(CCC1C1=CC=C(C=C1)C1CCN(CC1)CC1CCC(CC1)C=1N=C2N(C=C(C(=C2)OC(C)C)NC(=O)C2=NC(=CC=C2)C(F)(F)F)C1)=O